3-(2-(((2R,7aS)-2-fluorotetrahydro-1H-pyrrolizin-7a(5H)-yl) methoxy)-8-oxo-5,6,7,8-tetrahydropyrido[3,4-d]pyrimidin-4-yl)-3,8-diazabicyclo[3.2.1]octane-8-carboxylate F[C@@H]1C[C@@]2(CCCN2C1)COC=1N=C(C2=C(N1)C(NCC2)=O)N2CC1CCC(C2)N1C(=O)[O-]